Z-prolyl-D-leucine N1[C@@H](CCC1)C(=O)N[C@H](CC(C)C)C(=O)O